((benzyloxy)methyl)-5'-chloro-[1,1'-biphenyl]-2,6-diol C(C1=CC=CC=C1)OCC1=C(C(=C(C=C1)O)C1=CC=CC(=C1)Cl)O